tetrakis((trimethylsilyl)ethynyl)silane C[Si](C)(C)C#C[Si](C#C[Si](C)(C)C)(C#C[Si](C)(C)C)C#C[Si](C)(C)C